imidazo[1,5-a]pyridine-3-carboxylate C=1N=C(N2C1C=CC=C2)C(=O)[O-]